Cl.N[C@H](C=1N=C2N(N=CC(=C2)[C@@H](COC2CC2)N2C(NCC(C2)(F)F)=O)C1)C1CCC(CC1)(F)F 1-((S)-1-(2-((S)-Amino(4,4-difluorocyclohexyl)methyl)imidazo[1,2-b]pyridazin-7-yl)-2-cyclopropoxyethyl)-5,5-difluorotetrahydropyrimidin-2(1H)-one hydrochloride